C(C)(C)(C)OC(=O)NC(=NC1=CC(=C(C=C1)F)Br)NC(=O)OC(C)(C)C N,N'-di-t-butoxycarbonyl-N''-(3-bromo-4-fluorophenyl)guanidine